C(CCCCC(=O)N(C(O)=O)CCCCCC)(=O)N(C(O)=O)CCCCCC.C[Si](C1=CC=C(C=C1)N)(C1=CC=C(C=C1)N)C dimethyl-bis(4-aminophenyl)silane adipoyl-bis(hexyl-carbamate)